calcium dicyclopentadiene diformate C(=O)[O-].C(=O)[O-].C1=CC=CC1.C1=CC=CC1.[Ca+2]